N7-((1s,3s)-3-aminocyclobutyl)-N1-(tert-butyl)-3-(difluoromethyl)-2,6-naphthyridine-1,7-diamine NC1CC(C1)NC1=NC=C2C=C(N=C(C2=C1)NC(C)(C)C)C(F)F